N-[2-amino-5-(4-fluorophenyl)phenyl]-4-(3-pyridylsulfonyl)benzamide NC1=C(C=C(C=C1)C1=CC=C(C=C1)F)NC(C1=CC=C(C=C1)S(=O)(=O)C=1C=NC=CC1)=O